4-((1r,4r)-2-oxa-5-azabicyclo[2.2.1]hept-5-yl)-N-(1-cyanocyclopropyl)-9H-pyrimido[4,5-b]indole-7-sulfonamide [C@H]12OC[C@H](N(C1)C1=NC=NC=3NC4=CC(=CC=C4C31)S(=O)(=O)NC3(CC3)C#N)C2